CCC(=O)NCC(=O)O The molecule is a N-acylglycine obtained by formal condensation of the carboxy group of propionic acid with the amino group of glycine. It has a role as a human urinary metabolite. It derives from a propionic acid. It is a conjugate acid of a propionylglycinate.